CC1=NC(=CC=C1C1=CC2=C(N=CN=C2C=2C(=NN(C2)C2S(CC2)(=O)=O)C2=CC=C(C=C2)F)O1)C {4-[6-(2,6-dimethylpyridin-3-yl)furo[2,3-d]pyrimidin-4-yl]-3-(4-fluorophenyl)-1H-pyrazol-1-yl}-1λ6-thietane-1,1-dione